CC=1C=CC2=C(C1)OCO2 5-methyl-1,2-methylenedioxybenzene